N-[2-(5-Fluoromethyl-1H-indol-3-yl)ethyl]acetamide FCC=1C=C2C(=CNC2=CC1)CCNC(C)=O